Cl.FC1=CC=C(C=C1)N1C(C(=CC=C1)C(=O)NC1=NC=C(C(=C1)C)O)=O 1-(4-fluorophenyl)-N-(5-hydroxy-4-methyl-2-pyridyl)-2-oxo-pyridine-3-carboxamide hydrochloride